N-(2-{4-[(aminosulfonyl)amino]hexahydropyridin-1-yl}-5-fluorophenyl)-8-(phenyloxy)imidazo[3,2-a]pyrazine-6-carboxamide NS(=O)(=O)NC1CCN(CC1)C1=C(C=C(C=C1)F)NC(=O)C=1N=C(C=2N(C1)C=CN2)OC2=CC=CC=C2